boron-magnesium-calcium [Ca].[Mg].[B]